heptadecan-7-enoic acid methyl ester COC(CCCCCC=CCCCCCCCCC)=O